ClC1=CC(=C(C=C1)C1=NC(=CC=2N=C(N(C(C21)=O)C)C)N2CC(OCC2)C2=CN=NC=C2)F 5-(4-chloro-2-fluorophenyl)-2,3-dimethyl-7-(2-(4-pyridazinyl)-4-morpholinyl)pyrido[4,3-d]pyrimidin-4(3H)-one